IC=1C=C(CNC2=C3N=CN(C3=NC=N2)[C@H]2[C@@H]([C@@H]([C@H](O2)C(=O)NN)O)O)C=CC1 (2S,3S,4R,5R)-5-(6-(3-iodobenzylamino)-9H-purin-9-yl)-3,4-dihydroxytetrahydrofuran-2-carbohydrazide